ICC1=C(C=CC=C1)OC o-iodomethylanisole